C(C)N(C(CC1=C(N=C2N1C=CC(=C2)C)C2=CC=C(C=C2)OC)=O)CC2=NC=CC=C2 N-ethyl-N-(2-pyridylmethyl)-2-[2-(4-methoxyphenyl)-7-methyl-imidazo[1,2-a]pyridin-3-yl]-acetamide